ClC=1C=C(C=CC1F)C(C=1NC(=CN1)S(=O)(=O)NCC1COC1)C1=CC(=C(C=C1)F)Cl 2-(bis(3-chloro-4-fluorophenyl)methyl)-N-(oxetan-3-ylmethyl)-1H-imidazole-5-sulfonamide